ClC(C=O)(Cl)Cl 2,2,2-trichloroethanone